C(C)[C@H]1COCC(=N1)OC (S)-3-ethyl-5-methoxy-3,6-dihydro-2H-1,4-oxazine